O=C1[C@H](C[C@H]2[C@@H](C[C@@H]3N1[C@@H](CC3)C(=O)N3CC(CC3)C3=CC=CC=C3)O2)NC(OC(C)(C)C)=O Tert-Butyl ((1aS,3S,6S,8aR,9aR)-4-oxo-6-(3-phenylpyrrolidine-1-carbonyl)decahydrooxireno[2,3-d]pyrrolo[1,2-a]azocin-3-yl)carbamate